O=C1NC(CCC1N1C(C2=CC=CC(=C2C1=O)NCN1CCN(CC1)C1=CC=NC=C1C(=O)N)=O)=O 4-(4-(((2-(2,6-dioxopiperidin-3-yl)-1,3-dioxoisoindolin-4-yl)amino)methyl)piperazin-1-yl)nicotinamide